N1(C=NC=C1)CC1=C(C(=O)N2CCC3(C(C3)CNC(=O)C3=CC=4C(=CN=CC4)O3)CC2)C=CC=C1 N-[[6-[2-(imidazol-1-ylmethyl)benzoyl]-6-azaspiro[2.5]octan-2-yl]methyl]furo[2,3-c]pyridine-2-carboxamide